N-(ethyloxycarbonyl)-N-(6-methyl-3-oxo-2,3-dihydro-1,2,4-triazin-4(5H)-yl)carbamic acid ethyl ester C(C)OC(N(N1C(NN=C(C1)C)=O)C(=O)OCC)=O